Lithium 8-(trifluoromethyl)-5,6-dihydrobenzo[f]imidazo[1,5-d][1,4]oxazepine-10-carboxylate FC(C1=CC(=CC=2C=3N(CCOC21)C=NC3)C(=O)[O-])(F)F.[Li+]